4-(2-{[6-(2,2-difluoro-4-phenylbutoxy)hexyl]Amino}-1-hydroxy-ethyl)-2-(hydroxymethyl)-phenol FC(COCCCCCCNCC(O)C1=CC(=C(C=C1)O)CO)(CCC1=CC=CC=C1)F